C(CCC)C=1C=C2C(=CC=NC2=CC1)C1=CC(=CC=C1)C#N 6-butyl-4-(3-cyanophenyl)quinolin